FC=1C=C(C(=O)O)C=C(C1)N1CCC2(CC(CC2)N2CCN(CC2)C2=CC=C(C=C2)[N+](=O)[O-])CC1 3-fluoro-5-[3-[4-(4-nitrophenyl)piperazin-1-yl]-8-azaspiro[4.5]decan-8-yl]benzoic acid